CC=1N=C(N(C1)COCC[Si](C)(C)C)S(=O)(=N)C1=CC=C(C(=O)O)C=C1 4-[[4-methyl-1-(2-trimethylsilylethoxymethyl)imidazol-2-yl]sulfonimidoyl]benzoic Acid